C(C)(C)(C)OC(=O)N1N=C(C2=CC=C(C=C12)[C@@H](COS(=O)(=O)C)OS(=O)(=O)C)I (S)-6-(1,2-bis((methylsulfonyl)oxy)ethyl)-3-iodo-1H-indazole-1-carboxylic acid tert-butyl ester